2-[(2-carboxy-acetyl)amino]benzoic acid C(=O)(O)CC(=O)NC1=C(C(=O)O)C=CC=C1